trans-4-[(4-methoxy-6-[(5-methyl-1H-pyrazol-3-yl)amino]pyrimidin-2-yl)amino]adamantan-1-ol COC1=NC(=NC(=C1)NC1=NNC(=C1)C)NC1C2CC3(CC(CC1C3)C2)O